C1CCC2=C(C=3CCCC3C=C12)NC(=O)NS(=O)(=O)\C=C\CN(CC(C)(N1CCCC1)C)C (E)-N-((1,2,3,5,6,7-hexahydro-s-indacen-4-yl)carbamoyl)-3-(methyl-(2-methyl-2-(pyrrolidin-1-yl)propyl)amino)prop-1-ene-1-sulfonamide